[Ni](O)(O)O nickel tri-hydroxide